ClC1=CC=C(C(=N1)C(=NO)N)O[C@H](C)C=1C=C(C=C2C(C(=C(OC12)C1=CC2=CN(N=C2C=C1)C)C)=O)C 6-Chloro-3-[(1R)-1-[3,6-dimethyl-2-(2-methylindazol-5-yl)-4-oxo-chromen-8-yl]ethoxy]-N'-hydroxy-pyridine-2-carboxamidine